BrC1=CC(=NN1C1=CC=C(C(=O)O)C=C1)N1C(=CC=C1C)C 4-(5-bromo-3-(2,5-dimethyl-1H-pyrrol-1-yl)-1H-pyrazol-1-yl)benzoic acid